5-(3-methylpiperidin-4-yl)cyclopentane-1,2-diol CC1CNCCC1C1CCC(C1O)O